[Cd].[Ca] calcium-cadmium